FC=1C(=NC(=NC1)OCC1=CC=C(C=C1)F)N 5-fluoro-2-[(4-fluorophenyl)methoxy]-4-pyrimidin-amine